N-(4-nitrophenyl)-5H,6H,7H,8H-pyrido[3,4-d]pyrimidin-2-amine [N+](=O)([O-])C1=CC=C(C=C1)NC=1N=CC2=C(N1)CNCC2